N(=[N+]=[N-])CCOCCOCCOCCN=[N+]=[N-] 1,11-Diazido-3,6,9-trioxaundecane